COC(C(COC)N1C(C(=CC=C1)Br)=O)=O 2-(3-bromo-2-oxopyridin-1(2H)-yl)-3-methoxypropionic acid methyl ester